BrC1=CC(=CC(=N1)N1[C@H](COCC1)CC)C1(CCN(CC1)C)S(=O)(=O)C (S)-4-(6-bromo-4-(1-methyl-4-(methylsulfonyl)piperidin-4-yl)pyridin-2-yl)-3-ethylmorpholine